FC(C1=C(CN2C(=CC=C2)C=O)C=CC(=C1)C(F)(F)F)(F)F 1-(2,4-bis-trifluoromethylbenzyl)-1H-pyrrole-2-carbaldehyde